dibromo[2,6-bis[4-(S)-tert-butyl-2-oxazolyl]-4-nitropyridine] cobalt [Co].BrC=1C(=C(C(=NC1C=1OC=C(N1)C(C)(C)C)C=1OC=C(N1)C(C)(C)C)Br)[N+](=O)[O-]